2-chloro-3-methyl-5-nitropyridine 1-oxide ClC1=[N+](C=C(C=C1C)[N+](=O)[O-])[O-]